3,5-dichloro-N-(8-fluoro-2-methyl-4-oxo-3-((1s,2r)-2-phenylcyclobutyl)-3,4-dihydroquinazolin-5-yl)-4-hydroxybenzoamide ClC=1C=C(C(=O)NC2=C3C(N(C(=NC3=C(C=C2)F)C)[C@@H]2[C@H](CC2)C2=CC=CC=C2)=O)C=C(C1O)Cl